CC1=C(C(=C(C(=C1N)C)C)C)N 2,4,5,6-tetramethyl-1,3-phenylenediamine